F[C@H]1[C@@H]2CC[C@H](C[C@H]1N1C=NC3=C1N=NC(=C3)C3=CC1=C(N=C(S1)C)C=C3O)N2 6-{7-[(1s,2s,3r,5r)-2-fluoro-8-azabicyclo[3.2.1]oct-3-yl]-7H-imidazo[4,5-c]pyridazin-3-yl}-2-methyl-1,3-benzothiazol-5-ol